4-hydroxy-8-(1-((2-(trimethylsilyl)ethoxy)methyl)-1H-pyrazol-4-yl)-3,4-dihydro-1H,6H-pyrano[4,3-b]thieno[3,2-d]pyran-6-one OC1COCC2=C1OC(C1=C2C=C(S1)C=1C=NN(C1)COCC[Si](C)(C)C)=O